(E)-4-(2-(5-mercapto-1,3,4-oxadiazol-2-yl)vinyl)-2-methoxyphenol SC1=NN=C(O1)/C=C/C1=CC(=C(C=C1)O)OC